Triethylenglycol monooctyl ether C(CCCCCCC)OCCOCCOCCO